N[C@@H](C)C(=O)N[C@@H](CC(=O)NC(C1=CC=CC=C1)(C1=CC=CC=C1)C1=CC=CC=C1)C(=O)NC1=CC=C(C=C1)CO L-alanyl-N1-[4-(hydroxymethyl)phenyl]-N4-trityl-L-aspartamide